2-benzylamino-2-phenylacetonitrile C(C1=CC=CC=C1)NC(C#N)C1=CC=CC=C1